FC1=C(C=C(C=C1)C1CCN(CC1)CC1=NC2=C(N1CC1OCC1)C=C(C=C2)C(=O)O)OCC2=CC=C1C=NN(C1=C2)C (4-(4-Fluoro-3-((1-methyl-1H-indazol-6-yl)methoxy)phenyl)piperidin-1-yl)methyl-1-(oxetan-2-ylmethyl)-1H-benzo[d]imidazole-6-carboxylic acid